(1r,4r)-Methyl 4-(1,1-dioxidoisothiazolidin-2-yl)cyclohexane-carboxylate O=S1(N(CCC1)C1CCC(CC1)C(=O)OC)=O